C(#N)N1[C@@H]2C[C@@H]2[C@@H](C1)NC(=O)C1=CC(=NN1)C1=C(C=CC=C1)OC1=CC=CC=C1 N-((1R,4S,5R)-2-cyano-2-azabicyclo[3.1.0]hexan-4-yl)-3-(2-phenoxyphenyl)-1H-pyrazole-5-carboxamide